BrC1=C(C=CC=C1)C1=C(C(=CC(=C1)C)C12CC3(CC(CC(C1)(C3)C)(C2)C)C)OCOC (3r,5r,7r)-1-(2'-bromo-2-(methoxymethyloxy)-5-methyl-[1,1'-biphenyl]-3-yl)-3,5,7-trimethyladamantane